lithium thieno[2,3-c]pyridine-5-carboxylate S1C=CC=2C1=CN=C(C2)C(=O)[O-].[Li+]